CC=1C(=CC(=NC1)NC(OC)=O)C=1C=C(NC(C1)=O)C=1C=NC=CC1C(F)(F)F methyl (5''-methyl-6'-oxo-4-(trifluoromethyl)-1',6'-dihydro-[3,2':4',4''-terpyridin]-2''-yl)carbamate